hydroxymethyl-5-mercapto-tetrazole OCN1N=NN=C1S